NCCOCC(=O)N[C@H](C(=O)N1C(CC(C1)O)C(=O)NCC1=CC=C(C=C1)C1=C(N=CS1)C)C(C)(C)C ((S)-2-(2-(2-aminoethoxy)acetamido)-3,3-dimethylbutanoyl)-4-hydroxy-N-(4-(4-methylthiazol-5-yl)benzyl)pyrrolidine-2-carboxamide